COC1=C(C=C(C=N1)NS(=O)(=O)C)\C=C\C1CCC(CC1)C(F)(F)F N-(6-methoxy-5-((E)-2-((1R,4R)-4-(trifluoromethyl)cyclohexyl)vinyl)pyridin-3-yl)methanesulfonamide